Cl.N1CCC(CC1)CCOC1=C(C2=CC=CC=C2C=C1)CC1=C(C=CC2=CC=CC=C12)O 1-({2-[2-(piperidin-4-yl)ethoxy]naphthalen-1-yl}methyl)naphthalen-2-ol hydrochloride